BrC1=CC=C(C=C1)S(=O)(=O)C1CNC1 3-(4-bromobenzene-1-sulfonyl)azetidine